methoxyphenyl-iminodimethyl-cyclohexene COC1(C(C(=C(CC1)C)C)=N)C1=CC=CC=C1